C(C1=CC=CC=C1)NC(=O)C=1N(C(N2C1CN(CC2)C(\C=C\C2=CC(=C(C=C2)Cl)Cl)=O)=O)C2=CC=C(C=C2)OC(C)C N-benzyl-7-[(E)-3-(3,4-dichlorophenyl)prop-2-enoyl]-2-(4-isopropoxyphenyl)-3-oxo-6,8-dihydro-5H-imidazo[1,5-a]pyrazine-1-carboxamide